FC1=C(C=CC2=C1N=CS2)NC2=C1C(=NC=C2)SC(=C1)[C@H]1[C@H](NCC1)C 4-Fluoro-N-(2-((2R,3R)-2-methylpyrrolidin-3-yl)thieno[2,3-b]pyridin-4-yl)benzo[d]thiazol-5-amine